FOC(C(=C)F)=O α-fluoroacrylic acid perfluoroester